F\C(=C/CN1C(C2=CC=CC=C2C1=O)=O)\C(SC1=CC=CC=C1)(F)F (Z)-2-(3,4,4-trifluoro-4-(phenylthio)but-2-en-1-yl)isoindoline-1,3-dione